CC1(C2CC[C@H](C1C2)CN2CCC(CC2)N2C(C(C1=CC=CC=C21)CC(=O)N)=O)C 2-(1-(1-(((2R)-6,6-dimethyl-bicyclo[3.1.1]heptan-2-yl)methyl)piperidin-4-yl)-2-oxoindolin-3-yl)acetamide